C(#N)C1=CC=C(C=C1)C1=CC(=CN=N1)C(=O)NCC1=C(C=CC=C1)N1CCOCC1 6-(4-cyanophenyl)-N-[(2-morpholinophenyl)methyl]pyridazine-4-carboxamide